COC=1C(OC(=CC1NC1=NC=CC=N1)C(=O)N)=O 3-methoxy-2-oxo-4-(pyrimidin-2-ylamino)-2H-pyran-6-carboxamide